C(C)NC=1N=CC2=C(N1)NC=C2C=2C=C(C1=C(N(C(=N1)C)C(C)C)C2)F N-ethyl-5-(4-fluoro-1-isopropyl-2-methyl-1H-benzo[d]imidazol-6-yl)-7H-pyrrolo[2,3-d]pyrimidin-2-amine